butoxyhexanol C(CCC)OC(CCCCC)O